OC1=C(C=CC(=C1OC)OC)S(=O)(=O)N hydroxy-3,4-dimethoxybenzene-1-sulfonamide